C(C1=CC=CC=C1)SC1=CC(=C(CN2C(CNC=3C=NC=4C=C(C=CC4C32)OC)=O)C(=C1)F)F 1-(4-(Benzylthio)-2,6-difluorobenzyl)-8-methoxy-2-oxo-2,3-dihydropyrazino[2,3-c]Quinoline